CO\C=C/1\COC2(CN(C2)C(=O)OCC2=CC=CC=C2)C1 benzyl (E)-7-(methoxymethylene)-5-oxa-2-azaspiro[3.4]octane-2-carboxylate